3-Ethyl-1-methylbenzene C(C)C=1C=C(C=CC1)C